ClC1=NN(C=N1)C1=C(C(=NNC1=O)CC)O 5-(3-chloro-1H-1,2,4-triazol-1-yl)-3-ethyl-4-hydroxy-6-oxopyridazine